racemic-1-(isobutylamino)-1,2,3,4-tetrahydrocyclopenta[c]isoquinolin-5-one C(C(C)C)N[C@@H]1CCC=2NC(C=3C=CC=CC3C21)=O |r|